methyl ((benzyloxy) carbonyl)-D-seryl-L-alaninate C(C1=CC=CC=C1)OC(=O)N[C@H](CO)C(=O)N[C@@H](C)C(=O)OC